C(C)C1=NC(=CC=C1CN1CC(CC(C1)(F)F)C(=O)OC)C=1N=NN(C1COC(=O)OC1=CC=C(C=C1)[N+](=O)[O-])C methyl 1-((2-ethyl-6-(1-methyl-5-((((4-nitrophenoxy)carbonyl)oxy)methyl)-1H-1,2,3-triazol-4-yl)pyridin-3-yl)methyl)-5,5-difluoropiperidine-3-carboxylate